1-(5-cyanopyridin-3-yl)-5-(trifluoromethyl)-1H-pyrazole-4-carboxylic acid ethyl ester C(C)OC(=O)C=1C=NN(C1C(F)(F)F)C=1C=NC=C(C1)C#N